3-(5-(difluoromethyl)-1,3,4-thiadiazol-2-yl)-8-(4-hydroxypiperidin-1-yl)-N-(1-methylcyclopropyl)imidazo[1,5-a]pyridine-6-sulfonamide FC(C1=NN=C(S1)C1=NC=C2N1C=C(C=C2N2CCC(CC2)O)S(=O)(=O)NC2(CC2)C)F